(2,2-dichloro-1-phenylcyclopropyl)methanol ClC1(C(C1)(C1=CC=CC=C1)CO)Cl